6-iodo-N-(pyridin-2-ylmethyl)quinazolin-4-amine IC=1C=C2C(=NC=NC2=CC1)NCC1=NC=CC=C1